BrC1=CC=C(C=C1)N1CCN(CC1)CC(CC(=O)OCC1=CC=CC=C1)N1CCCCC1 Benzyl 4-(4-(4-bromophenyl) piperazin-1-yl)-3-(piperidin-1-yl)butanoate